Propyl (3E)-2,2-dimethyl-3-{3-[6-(methylamino)pyridin-2-yl]prop-2-yn-1-ylidene}pyrrolidine-1-carboxylate CC/1(N(CC\C1=C/C#CC1=NC(=CC=C1)NC)C(=O)OCCC)C